4-{[(tert-butyldimethylsilyl)oxy]methyl}piperidine [Si](C)(C)(C(C)(C)C)OCC1CCNCC1